NCCOC=1C=NC(=NC1)C1=C(C=C(C#N)C=C1)OC=1N(N=C(C1)CC)C 4-[5-(2-aminoethoxy)pyrimidin-2-yl]-3-(5-ethyl-2-methylpyrazol-3-yl)oxybenzonitrile